5,5-dimethyl-11-oxo-6,11-dihydro-5H-pyrido[4,3-b]carbazole-8-carbonitrile CC1(C2=C(C(C=3C=4C=CC(=CC4NC13)C#N)=O)C=NC=C2)C